3-bromo-1-[(4-methoxyphenyl)methyl]piperidine-2,6-dione BrC1C(N(C(CC1)=O)CC1=CC=C(C=C1)OC)=O